methyl-2-(4-nitro-[1,1'-biphenyl]-3-yl)acetamide CC(C(=O)N)C=1C=C(C=CC1[N+](=O)[O-])C1=CC=CC=C1